ClC1=CC=C(N=N1)N1C[C@@H](O[C@@H](C1)C)CO [(2R,6R)-4-(6-chloropyridazin-3-yl)-6-methyl-morpholin-2-yl]methanol